C(C)(=O)C=1C=C(C=CC1)NS(=O)(=O)C1=CC=C(C=C1)NC(NCC=1C=NC=CC1)=O 3-{4-[(3-acetylphenyl)sulfamoyl]phenyl}-1-(pyridin-3-ylmethyl)urea